C(C)(C)(C)C1=CC=C(COC2=C(C=CC=C2OC)C2N(C(=NN2C2=CC=CC=C2)C(C)=O)C2=CC=C(C=C2)N(C)C)C=C1 (5-(2-((4-(tert-butyl)benzyl)oxy)-3-methoxyphenyl)-4-(4-(dimethylamino)phenyl)-1-phenyl-4,5-dihydro-1H-1,2,4-triazol-3-yl)ethan-1-one